COC1=CC=C(C=C1)C1C(C2CCC(C1)N2C(=O)OC(C)(C)C)C(=O)OC (+/-)-exo-trans-8-tert-Butyl 2-Methyl 3-(4-Methoxyphenyl)-8-azabicyclo[3.2.1]octane-2,8-dicarboxylate